3,4-dihydro-2H-[1,4]thiazepino[2,3,4-hi]indol-8-amine S1CCCN2C=CC=3C(=CC=C1C23)N